pyroglutamyl-prolyl-serine N1[C@@H](CCC1=O)C(=O)N1[C@@H](CCC1)C(=O)N[C@@H](CO)C(=O)O